(5-(3-chlorobenzyl)thiazol-2-yl)-4-methylbenzamide ClC=1C=C(CC2=CN=C(S2)C2=C(C(=O)N)C=CC(=C2)C)C=CC1